ClC1(CC1)C(CC1=C(C=CC=C1)Cl)(CN1N=CN=C1)O 2-(1-Chlorocyclopropyl)-1-(2-chlorophenyl)-3-(1H-1,2,4-triazol-1-yl)propan-2-ol